2-(2-methyl-1,3-benzoxazol-6-yl)-4H-pyrimido[1,2-b]pyridazin-4-one CC=1OC2=C(N1)C=CC(=C2)C=2N=C1N(N=CC=C1)C(C2)=O